1,3,5-tris(aminomethyl)benzene NCC1=CC(=CC(=C1)CN)CN